2-Fluoro-6-methyl-4-(2-methylpropyl)benzene-1-carbonitrile FC1=C(C(=CC(=C1)CC(C)C)C)C#N